Spiro[bicyclo[2.2.1]heptane-2,1'-cyclopentane]-3'-ethanol C12(CC(CC1)CCO)C1CCC(C2)C1